FC1=C(C(=O)O)C=CC(=C1OC)F 2,4-difluoro-3-methoxy-benzoic acid